OCC=1C(=NC(=NC1)C(=O)OC)OC Methyl 5-(hydroxymethyl)-4-methoxypyrimidine-2-carboxylate